(2S,3R)-2-bromo-3-ethylsuccinic acid dimethyl ester COC([C@H]([C@@H](C(=O)OC)CC)Br)=O